CN(CCOC=1C=C(C=O)C=CC1)C 3-(2-(dimethylamino)ethoxy)benzaldehyde